ClC=1C=CC=2C=3C4=C(C=CC3C(C2C1)=O)C=CC=C4 9-chloro-7H-benzo[c]fluoren-7-one